CN(C1=CC=C(C=C1)C([C@@H](/C=C(/C=C/C(=O)NO)\C)C)=O)C (R,2E,4E)-7-(4-(dimethylamino)phenyl)-N-hydroxy-4,6-dimethyl-7-oxohepta-2,4-dienamide